C(C)(=O)O[C@@H]1CCOC2=CC(=CC(=C12)F)F (R)-5,7-difluorochroman-4-ol acetate